C1(CC1)N1C(C2(C3=CC=CC=C13)CCC(C(C2)(C)C)=O)=O cyclopropyl-5,5-dimethyl-2',4-dioxospiro[cyclohexane-1,3'-indolin]